N-(tert-Butoxycarbonyl)azetidine C(C)(C)(C)OC(=O)N1CCC1